BrC=1N=C(N(C1)C)C=O 4-bromo-1-methyl-1H-imidazole-2-carbaldehyde